FC(C1=CC=C(C=C1)N1N=NC(=C1)C)F 1-[4-(Difluoromethyl)phenyl]-4-methyl-1H-1,2,3-triazole